ClC1=CC=C(C=C1)N1CCN(CC1)CC1=C(C=C(C=C1)[N+](=O)[O-])C(F)(F)F 1-(4-Chlorophenyl)-4-(4-nitro-2-(trifluoromethyl)benzyl)piperazine